5-[8-dimethylamino-1-(3-methoxy-propyl)-2-oxo-8-phenyl-1,3-diazaspiro[4.5]decan-3-yl]-6-methoxy-pyridine-2-carbonitrile CN(C1(CCC2(CN(C(N2CCCOC)=O)C=2C=CC(=NC2OC)C#N)CC1)C1=CC=CC=C1)C